OC1=CC=C(C=C1)C(C=CC1=CC(=C(C=C1)OC)CN1CCOCC1)=O 1-(4-Hydroxyphenyl)-3-[4-methoxy-3-(morpholin-4-ylmethyl)phenyl]prop-2-en-1-one